FC1(CCN(CC1)C1=NC(=CC(=N1)NC(C1=C(C=C(C=C1)NS(NCCO)(=O)=O)N1C[C@H]2C[C@]2(CC1)C)=O)C)F N-(2-(4,4-difluoropiperidin-1-yl)-6-methylpyrimidin-4-yl)-4-((N-(2-hydroxyethyl)sulfamoyl)amino)-2-((1S,6S)-6-methyl-3-azabicyclo[4.1.0]heptan-3-yl)benzamide